ethyl 2-(((2-(3,4-diacetamidophenyl)-4-morpholinothieno[3,2-d]pyrimidin-6-yl) methyl)(methyl)amino)pyrimidine-5-carboxylate C(C)(=O)NC=1C=C(C=CC1NC(C)=O)C=1N=C(C2=C(N1)C=C(S2)CN(C2=NC=C(C=N2)C(=O)OCC)C)N2CCOCC2